5-(((2-aminoethyl)(ethyl)amino)methyl)-2-bromobenzonitrile NCCN(CC)CC=1C=CC(=C(C#N)C1)Br